C(C)[N+](CC)(CC)CC triethylmonoethylammonium